BrC1=NN(C(=C1)C1CC1)COCC[Si](C)(C)C 2-[(3-bromo-5-cyclopropyl-pyrazol-1-yl)methoxy]ethyl-trimethyl-silane